1-ethyl-3-(5-((4-(2-fluoro-6-(1H-pyrazol-1-yl)pyridin-3-yl)piperidin-1-yl)methyl)oxazol-2-yl)urea C(C)NC(=O)NC=1OC(=CN1)CN1CCC(CC1)C=1C(=NC(=CC1)N1N=CC=C1)F